3-(4-fluorophenoxymethyl)-2-{[6-methyl-3-(1,3-thiazol-2-yl)pyridin-2-yl]carbonyl}-2-azabicyclo[3.1.1]heptane FC1=CC=C(OCC2N(C3CC(C2)C3)C(=O)C3=NC(=CC=C3C=3SC=CN3)C)C=C1